COC1=C(C=C(C=C1)\C=C\C)OC1=CC=C(C=C1)\C=C\C 1-methoxy-4-(1E)-1-propen-1-yl-2-[4-(1E)-1-propen-1-ylphenoxy]-benzene